The molecule is a polyunsaturated fatty acyl-CoA(4-) obtained by deprotonation of the phosphate and diphosphate functions of (20Z,23Z,26Z,29Z,32Z)-octatriacontapentaenoyl-CoA; major species at pH 7.3. It is a conjugate base of a (20Z,23Z,26Z,29Z,32Z)-octatriacontapentaenoyl-CoA. CCCCC/C=C\\C/C=C\\C/C=C\\C/C=C\\C/C=C\\CCCCCCCCCCCCCCCCCCC(=O)SCCNC(=O)CCNC(=O)[C@@H](C(C)(C)COP(=O)([O-])OP(=O)([O-])OC[C@@H]1[C@H]([C@H]([C@@H](O1)N2C=NC3=C(N=CN=C32)N)O)OP(=O)([O-])[O-])O